6-hydroxy-2-methoxy-3-methylbenzaldehyde OC1=CC=C(C(=C1C=O)OC)C